COC[C@@H]1CN(CCN1)C1=NC=C(C=N1)C(F)(F)F (S)-2-(3-(methoxymethyl)piperazin-1-yl)-5-(trifluoromethyl)pyrimidine